[4-(2-methyl-1H-indol-3-yl)thiazol-2-yl]-2-(3-methylimidazo[2,1-b]thiazol-6-yl)acetamide CC=1NC2=CC=CC=C2C1C=1N=C(SC1)C(C(=O)N)C=1N=C2SC=C(N2C1)C